2-bromo-5-fluoro-N-(2-methylallyl)-4-nitro-benzamide BrC1=C(C(=O)NCC(=C)C)C=C(C(=C1)[N+](=O)[O-])F